(2S)-but-2-ylcarbamate C[C@@H](CC)NC([O-])=O